CC1=NC(=NO1)C1=CC=C(C(=O)O)C=C1 4-(5-methyl-1,2,4-oxadiazole-3-yl)benzoic acid